FC=1C=C(C=CC1)C1=CC(=NN1C1=NC=CC=C1F)OCC(=O)OCC Ethyl [5-(3-fluorophenyl)-1-(3-fluoropyridin-2-yl)-1H-pyrazol-3-yl]oxylacetate